C(C)(C)(C)OC(=O)N1CC(C1)(C(N)=O)COC1=NC2=C(C(=C(C=C2C(=N1)C1C2CCC(CN1)N2C(=O)[O-])F)C2=CC(=CC1=CC=CC=C21)OCOC)F 2-((1-(tert-butoxycarbonyl)-3-carbamoylazetidin-3-yl)methoxy-6,8-difluoro-7-(3-(methoxymethoxy)naphthalen-1-yl)quinazolin-4-yl)-3,8-diazabicyclo[3.2.1]octane-8-carboxylate